O1C(OCC1)CC[C@@H](C(C)C)N1CC(C1)CC=1C=CC(=C2C=NN(C12)C)C1=C(C=C(C=C1)F)C(=O)N1[C@@H](COCC1)C 7-({1-[(3S)-1-(1,3-dioxolan-2-yl)-4-methylpentan-3-yl]azetidin-3-yl}methyl)-4-{4-fluoro-2-[(3R)-3-methylmorpholine-4-carbonyl]phenyl}-1-methyl-1H-indazole